CN1C=2C=3N(N=CC3OCC1)C=C(N2)C(=O)O 6-Methyl-7,8-dihydro-6H-9-oxa-2,2a,5,6-tetraazabenzo[cd]azulene-4-carboxylic acid